2-[(1R)-2-[ethyl(methyl)amino]-1-methyl-ethoxyl-4-piperazin-1-yl-6,8-dihydro-5H-pyrido[3,4-d]pyrimidin-7-yl]naphthalen-2-ol C(C)N(C[C@H](OC=1N=C(C2=C(N1)CN(CC2)C2(CC1=CC=CC=C1C=C2)O)N2CCNCC2)C)C